4-((7-(1-(4-(5-Cyanopyridin-2-yl)benzyl)-1H-1,2,3-triazol-4-yl)-2-phenylimidazo[1,2-a]pyridin-3-yl)amino)benzoic acid C(#N)C=1C=CC(=NC1)C1=CC=C(CN2N=NC(=C2)C2=CC=3N(C=C2)C(=C(N3)C3=CC=CC=C3)NC3=CC=C(C(=O)O)C=C3)C=C1